FC=1C=C(C=CC1F)N1CC(C=2C1=NC=CN2)(C)C 5-(3,4-difluorophenyl)-7,7-dimethyl-6,7-dihydro-5H-pyrrolo[2,3-b]pyrazine